N-(2-aminophenyl)sulfonylacetamide NC1=C(C=CC=C1)S(=O)(=O)NC(C)=O